tris(n-butoxy)vinyltin C(CCC)OC(=C(OCCCC)OCCCC)[Sn]